CN1C=2N(CCCC(C1=O)NC(=O)C1=NN=C(N1)C(C)C1=CC=CC=C1)N=CC2 N-(4-methyl-5-oxo-4,5,6,7,8,9-hexahydropyrazolo[1,5-a][1,3]diazocin-6-yl)-5-(1-phenylethyl)-4H-1,2,4-triazole-3-carboxamide